Cl.ClC=1C=C2C(=CN(C2=CC1)C(CCCC(=O)OC(CN(C)C)(C)C)=O)NC(=O)NC1=CC=C(C=C1)SC(F)(F)F 1-(Dimethylamino)-2-methylpropan-2-yl 5-(5-chloro-3-(3-(4-((trifluoromethyl) thio) phenyl) ureido)-1H-indol-1-yl)-5-oxopentanoate hydrochloride